C(#N)C1(CC1)C1=C(C=NN1C1=CC=CC=C1)C#N 5-(1-cyanocyclopropyl)-1-phenyl-pyrazole-4-carbonitrile